dihydrobenzophenanthridine C1CC2=C3C(=CN=C2C=C1)C=CC4=CC=CC=C43